N1C=C(C2=CC=CC=C12)\C=C/1\C(N=C(S1)NC1=C(C=CC=C1)C)=O (5Z)-5-(1H-indol-3-ylmethylene)-2-[(2-methylphenyl)amino]-1,3-thiazol-4(5H)-one